FC1=C(CP(OCC)(OCC)=O)C(=CC=C1)C(F)(F)F diethyl (2-fluoro-6-(trifluoromethyl)benzyl)phosphonate